O1CCN(CC1)CCCCN1N=CC=C(C1=O)C1=CC=CC=C1 2-(4-Morpholinobutyl)-4-phenylpyridazin-3(2H)-one